ClC=1C(=NC2=CC(=CC(=C2C1)F)B1OC(C(O1)(C)C)(C)C)N(CC1=CC=C(C=C1)OC)CC1=CC=C(C=C1)OC 3-chloro-5-fluoro-N,N-bis(4-methoxybenzyl)-7-(4,4,5,5-tetramethyl-1,3,2-dioxaborolan-2-yl)quinolin-2-amine